(1S,4R,5S)-5-(hydroxymethyl)-5-(methoxymethyl)-4-azaspiro[bicyclo[2.2.2]octane-2,1'-cyclopropan]-6-one OC[C@]1(N2CC3(CC3)[C@@H](C1=O)CC2)COC